FC(C(=O)O)(F)F.C(C)(C)(C)C1=NC(=NO1)C(=O)NCC1=C(C=C(C=C1)C1=NC=NN2C1=CC(=C2)N2CC=1N(CC2)C=CN1)C 5-(tert-butyl)-N-(4-(6-(5,6-dihydroimidazo[1,2-a]pyrazin-7(8H)-yl)pyrrolo[2,1-f][1,2,4]triazin-4-yl)-2-methylbenzyl)-1,2,4-oxadiazole-3-carboxamide trifluoroacetate